6-(((2-(((3,5-dichloropyridin-4-yl)methyl)thio)-6,7-dihydro-5H-cyclopenta-[d]pyrimidin-4-yl)oxy)methoxy)-6-oxohexanoic acid ClC=1C=NC=C(C1CSC=1N=C(C2=C(N1)CCC2)OCOC(CCCCC(=O)O)=O)Cl